NC=1C(=CC(=C(C1)C1=C(C(=C(C(=C1F)F)F)F)F)C)O 5-amino-2',3',4',5',6'-pentafluoro-2-methyl-[1,1'-biphenyl]-4-ol